C(C)(C)(C)OC(=O)NCC=1C=C(C=C(C1)Cl)C=1C=C2C=C(C(=NC2=CC1)N1CCN(CC1)C(=O)OC(C)(C)C)Cl tert-butyl 4-[6-[3-[(tert-butoxycarbonylamino)methyl]-5-chloro-phenyl]-3-chloro-2-quinolyl]piperazine-1-carboxylate